ClC=1C=C(C2=C3N(N=C2C1)CCC3)N=C3NC(N(C(N3CC3=C(C=C(C(=C3)F)F)F)=O)CC3=NN(C=N3)C3CC3)=O 6-((7-chloro-2,3-dihydro-1H-pyrrolo[1,2-b]indazol-9-yl)imino)-3-((1-cyclopropyl-1H-1,2,4-triazol-3-yl)methyl)-1-(2,4,5-trifluorobenzyl)-1,3,5-triazine-2,4-dione